(3z,6z)-3,6-nonadien-1-ol C(C\C=C/C\C=C/CC)O